(S)-(1,5-dimethyl-1H-indazol-3-yl)(3-(pyridin-2-yl)-3-(p-tolyl)piperidin-1-yl)methanone CN1N=C(C2=CC(=CC=C12)C)C(=O)N1C[C@](CCC1)(C1=CC=C(C=C1)C)C1=NC=CC=C1